2-hydroxy-6-(trifluoromethyl)nicotinic acid ethyl ester C(C)OC(C1=C(N=C(C=C1)C(F)(F)F)O)=O